4-bromo-N-((1R,2R,4S)-7-cyano-7-azabicyclo[2.2.1]heptan-2-yl)-3-(cyclopropylmethoxy)benzamide BrC1=C(C=C(C(=O)N[C@H]2[C@H]3CC[C@@H](C2)N3C#N)C=C1)OCC1CC1